N-((1,2,3,5,6,7-hexahydro-s-indacen-4-yl)carbamoyl)-6,7-dihydro-4H-pyrazolo[5,1-c][1,4]oxazine-3-sulfonimidamide C1CCC2=C(C=3CCCC3C=C12)NC(=O)NS(=O)(=N)C=1C=NN2C1COCC2